C(C)(C)(C)OC(=O)N1CC(OCC1)CCOC1=CC(=C(C=C1)C)C#N 2-(2-(3-Cyano-4-methylphenoxy)ethyl)morpholine-4-carboxylic acid tert-butyl ester